O1C(=CC2=C1C=CC=C2)C2=NC(=NC=C2C2COC2)NC2=C(C=CC=C2)N2CCN(CC2)C 4-benzofuran-2-yl-N-(4-methylpiperazin-1-ylphenyl)-5-oxetan-3-ylpyrimidin-2-amine